ethyl 2-[[1-(2,3-dichloro-6-[[2-(trimethylsilyl)ethoxy]methoxy]phenyl)-2-nitroethyl]amino]acetate ClC1=C(C(=CC=C1Cl)OCOCC[Si](C)(C)C)C(C[N+](=O)[O-])NCC(=O)OCC